2-methylsulfanyl-8-(trifluoromethyl)-3H-pyrazolo[1,5-a][1,3,5]Triazin-4-one CSC1=NC=2N(C(N1)=O)N=CC2C(F)(F)F